7'-hydroxy-12'-methyl-3,4-dihydro-2H,15'H-spiro[naphthalene-1,22'-[20]oxa[13]thia[1,14]diazatetracyclo[14.7.2.03,6.019,24]pentacosa[8,16,18,24]tetraen]-15'-one 13',13'-dioxide OC1C2CCC2CN2CC3(COC4=CC=C(C(NS(C(CCC=C1)C)(=O)=O)=O)C=C24)CCCC2=CC=CC=C23